Tert-Butyl 3-methyl-5-(4-(4,4,5,5-tetramethyl-1,3,2-dioxaborolan-2-yl)phenyl)isoxazole-4-carboxylate CC1=NOC(=C1C(=O)OC(C)(C)C)C1=CC=C(C=C1)B1OC(C(O1)(C)C)(C)C